(E)-N-(4-((3-chloro-4-methoxyphenyl)amino)-3-cyano-7-ethoxy-2-ethylquinolin-6-yl)-4-(dimethylamino)but-2-enamide ClC=1C=C(C=CC1OC)NC1=C(C(=NC2=CC(=C(C=C12)NC(\C=C\CN(C)C)=O)OCC)CC)C#N